C(C1=CC=CC=C1)N([C@H]1[C@H]([C@@H]2CC[C@H](C1)N2C(=O)OC(C)(C)C)F)C |r| Racemic-tert-butyl (1S,2R,3R,5R)-3-(benzyl(methyl)amino)-2-fluoro-8-azabicyclo[3.2.1]octane-8-carboxylate